((3-fluorophenyl)amino)-3-((6-methoxy-2-methyl-1,2,3,4-tetrahydroisoquinolin-7-yl)amino)-1,2,4-triazine-6-carboxamide FC=1C=C(C=CC1)NC=1N=C(N=NC1C(=O)N)NC1=C(C=C2CCN(CC2=C1)C)OC